(2S)-3-[3-[3-[(2S)-2-Carboxy-2-[(3R)-pyrrolidin-3-yl]ethyl]phenyl]sulfanylphenyl]-2-[(3R)-pyrrolidin-3-yl]propanoic acid C(=O)(O)[C@@H](CC=1C=C(C=CC1)SC=1C=C(C=CC1)C[C@H](C(=O)O)[C@@H]1CNCC1)[C@@H]1CNCC1